1-[(2R)-2-(3-chlorophenyl)-2-methoxy-propyl]-3-cyclopentyl-urea ClC=1C=C(C=CC1)[C@@](CNC(=O)NC1CCCC1)(C)OC